ClC1=CC=C(C=C1)C(CC#CC1=CC=C(C=C1)OC)O 1-(4'-chlorophenyl)-4-(4'-methoxyphenyl)-3-butyn-1-ol